(S)-N-(cyano(3,3-difluorocyclopentyl)methyl)-2-methylpropane-2-sulfinamide C(#N)C(N[S@@](=O)C(C)(C)C)C1CC(CC1)(F)F